C(C1=CC=CC=C1)OC=1C=C(C(=O)OC)C=C(N1)C1=CC(=CC(=C1)Cl)Cl methyl 2-(benzyloxy)-6-(3,5-dichlorophenyl)isonicotinate